C(C)OC(=O)C=1C(=NC(=NC1)SC)NC1CC2CC2C1 Ethyl-4-(bicyclo[3.1.0]hexan-3-ylamino)-2-(methylthio)pyrimidine-5-carboxylate